ethyl 4-formyl-1-(4-methoxybenzyl)-1H-pyrazole-5-carboxylate C(=O)C=1C=NN(C1C(=O)OCC)CC1=CC=C(C=C1)OC